(Z)-N-hydroxy-6-(2,5-dioxo-4-(3,4,5-trimethoxybenzylidene)imidazolidin-1-yl)hexanamide ONC(CCCCCN1C(N\C(\C1=O)=C/C1=CC(=C(C(=C1)OC)OC)OC)=O)=O